6-chloro-7-isoxazol-4-yl-1H-indole-3-sulfonyl chloride ClC1=CC=C2C(=CNC2=C1C=1C=NOC1)S(=O)(=O)Cl